(R)-4-(3-chloro-4-(9-(3-chlorobenzyl)-6-(1-methylcyclopropoxy)-9H-purin-8-yl)phenoxy)-2-methylbutanoic acid ClC=1C=C(OCC[C@H](C(=O)O)C)C=CC1C=1N(C2=NC=NC(=C2N1)OC1(CC1)C)CC1=CC(=CC=C1)Cl